OC=1C=C(C=CC1OC)C1OC2=C(CCO1)C=CC=C2 2-(3-hydroxy-4-methoxyphenyl)-4,5-dihydro-1,3-benzodioxepine